C(\C=C\C)(=O)NC1=CC=C(CN2C(C(C3=CC(=CC=C23)NC(CCC)=O)C2OCC(CO2)(C)C)=O)C=C1 (E)-N-(1-(4-(but-2-eneamido)benzyl)-3-(5,5-dimethyl-1,3-dioxan-2-yl)-2-oxoindol-5-yl)butyramide